(1R,5S,7s)-3-oxa-9-azabicyclo[3.3.1]nonan-7-ol [C@H]12COC[C@H](CC(C1)O)N2